N-[[4-(5-Amino-4-cyano-1-tetrahydrofuran-3-yl-pyrazol-3-yl)-2-fluoro-phenyl]methyl]-2-methoxybenzamide NC1=C(C(=NN1C1COCC1)C1=CC(=C(C=C1)CNC(C1=C(C=CC=C1)OC)=O)F)C#N